(S)-5-(3-(5-(3,3-dimethylbutyl)-2,5-dihydro-1H-pyrrol-3-yl)-2-fluoro-6-hydroxyphenyl)-1,2,5-thiadiazolidin-3-one 1,1-dioxide CC(CC[C@H]1C=C(CN1)C=1C(=C(C(=CC1)O)N1CC(NS1(=O)=O)=O)F)(C)C